NC1=C(C(=O)C2=CC=C(C=C2)Br)C=C(C=C1)Br 2-amino-5,4'-dibromo-benzophenone